1-(6-chloro-2-methyl-1-(oxetan-3-yl)-1H-pyrrolo[2,3-b]pyridin-4-yl)ethane-1,2-diol ClC1=CC(=C2C(=N1)N(C(=C2)C)C2COC2)C(CO)O